(Z)-ethyl (((2-(((tert-butoxycarbonyl)amino)methyl)phenyl)amino) ((2-oxoethyl)thio)methylene)carbamate C(C)(C)(C)OC(=O)NCC1=C(C=CC=C1)N/C(/SCC=O)=N/C(OCC)=O